butyl (((2S,3S)-4-bromo-5-chloro-6-fluoro-3-methoxy-2-phenyl-2,3-dihydrobenzofuran-2-yl)methyl)carbamate BrC1=C(C(=CC2=C1[C@@H]([C@](O2)(C2=CC=CC=C2)CNC(OCCCC)=O)OC)F)Cl